7-[6-(trifluoromethyl)pyridin-2-yl]-2,7-diazaspiro[4.5]decane hydrochloride Cl.FC(C1=CC=CC(=N1)N1CC2(CCNC2)CCC1)(F)F